C(CC)CC(=O)O.C(C(C)O)O Propylene glycol monopropyl-acetate